ClC1=CC2=C(N=C(N=C2N2CCN(CC2)C(C=C)=O)OC[C@H]2N(CCC2)C)N=C1C1=C(C=CC=C1OC)F (4-(6-chloro-7-(2-fluoro-6-methoxyphenyl)-2-(((S)-1-methylpyrrolidin-2-yl)methoxy)pyrido[2,3-d]pyrimidin-4-yl)piperazin-1-yl)prop-2-en-1-one